m-galloyl-gallic acid C(C1=CC(O)=C(O)C(O)=C1)(=O)C1(CC(C(=O)O)=CC(=C1O)O)O